N-methyl-2-({3-[(E)-2-{5-[(pyrrolidin-1-yl)methyl]pyridin-2-yl}vinyl]-1H-indazol-6-yl}thio)benzamide CNC(C1=C(C=CC=C1)SC1=CC=C2C(=NNC2=C1)\C=C\C1=NC=C(C=C1)CN1CCCC1)=O